1-tert-butyl-3-[1-isopropyl-3-methyl-7-[(1-methylpyrazol-4-yl)methylamino]pyrazolo[4,3-b]pyridin-5-yl]imidazolidin-2-one C(C)(C)(C)N1C(N(CC1)C1=CC(=C2C(=N1)C(=NN2C(C)C)C)NCC=2C=NN(C2)C)=O